pyrazine terbium tetraformate C(=O)[O-].C(=O)[O-].C(=O)[O-].C(=O)[O-].[Tb+4].N1=CC=NC=C1